(R)-5-cyano-N-(2,2,2-trifluoro-1-(4-(trifluoromethoxy)phenyl)ethyl)pyridine-3-sulfonamide C(#N)C=1C=C(C=NC1)S(=O)(=O)N[C@@H](C(F)(F)F)C1=CC=C(C=C1)OC(F)(F)F